4-[(2-methoxyethyl)(methyl)amino]-8,14-dioxa-10,19,20-triazatetracyclo[13.5.2.12,6.018,21]tricosa-1(20),2,4,6(23),15,17,21-heptaen-9-one COCCN(C=1C=C2C3=NNC4=CC=C(OCCCNC(OCC(C1)=C2)=O)C=C34)C